(S)-2-cyclopropyl-2-(2,2,2-trifluoroacetamido)propanoic acid C1(CC1)[C@](C(=O)O)(C)NC(C(F)(F)F)=O